C(C)C(C(=O)O)CCCCCC\C=C/C=C/C=C\CCCC ethyl-punicic acid